C[C@@H]1O[C@@H](CN(C1)CC1=CC=C(C=C1)C(C)=O)C 1-(4-(((2S,6R)-2,6-dimethylmorpholino)methyl)phenyl)ethan-1-one